[SiH3]O[SiH3] Siloxy-Silane